2-[2,6-bis(benzyloxy)pyridin-3-yl]-4-{1,4-dioxaspiro[4.5]decan-8-ylamino}-7-fluoro-3H-isoindol-1-one C(C1=CC=CC=C1)OC1=NC(=CC=C1N1C(C2=C(C=CC(=C2C1)NC1CCC2(OCCO2)CC1)F)=O)OCC1=CC=CC=C1